C(C)NC1CCN(CC1)C1=C2C=NNC2=C(C=C1)C(=O)NC=1C(=C(C=2N(C1)C=C(N2)C)F)OC 4-[4-(ethylamino)piperidin-1-yl]-N-(8-fluoro-7-methoxy-2-methylimidazo[1,2-a]pyridin-6-yl)-1H-indazole-7-carboxamide